methyl-N-[(2-methyl-2H-1,2,3-triazol-4-yl)methyl]-4-[(1-methylcyclopropyl)amino]furo[2,3-d]pyrimidine-5-carboxamide CC=1N=C(C2=C(N1)OC=C2C(=O)NCC2=NN(N=C2)C)NC2(CC2)C